CN1N=NC(=C1)C(=O)O 1-methyl-1,2,3-triazole-4-carboxylic acid